ClC1=CC=C(OC(C(=O)N2CCC(CC2)NC(=O)NC2=CC=C(C=C2)Cl)(C)C)C=C1 1-(1-(2-(4-chlorophenoxy)-2-methylpropanoyl)piperidin-4-yl)-3-(4-chlorophenyl)urea